(4aR,8aS)-6-(4-((3-(2-((7-Nitrobenzo[c][1,2,5]oxadiazol-4-yl)amino)ethoxy)phenyl)(phenyl)methylene)piperidine-1-carbonyl)hexahydro-2H-pyrido[4,3-b][1,4]oxazin-3(4H)-one [N+](=O)([O-])C1=CC=C(C=2C1=NON2)NCCOC=2C=C(C=CC2)C(=C2CCN(CC2)C(=O)N2C[C@@H]1[C@@H](OCC(N1)=O)CC2)C2=CC=CC=C2